C(CCCCC)[C@@H](C(=O)O)CCCCCCCC |r| (+-)-2-hexyldecanoic acid